C1(CCCCC1)CNC1=CC=C(C(=O)O)C=C1 4-((cyclohexylmethyl)amino)benzoic acid